NC1=NC=C(C(=C1/C=C/C(=O)OCC)Cl)I ethyl (2E)-3-(2-amino-4-chloro-5-iodopyridin-3-yl)prop-2-enoate